ClC1=CC=C(CN2C3(CCN(C3)C(=O)NC(C)C)C(N(CC2=O)C(C)C)=O)C=C1 6-(4-chlorobenzyl)-N,9-diisopropyl-7,10-dioxo-2,6,9-triazaspiro[4.5]-decane-2-carboxamide